NC1(CC1)COC=1C=C(C=2CC(CC2C1)CNCCC1CN(C(O1)=O)C1=NC2=C(OCC(N2)=O)N=C1)C#N 6-((1-aminocyclopropyl)methoxy)-2-(((2-(2-oxo-3-(3-oxo-3,4-dihydro-2H-pyrazino[2,3-b][1,4]oxazin-6-yl)oxazolidin-5-yl)ethyl)amino)methyl)-2,3-dihydro-1H-indene-4-carbonitrile